NC1=NC=CC2=C(C=CC=C12)C=1C=C2C(CC3(CCN(CC3)C(=O)OCC(C)C)C2=CC1)OC1=C(C=CC=C1)CC(=O)O 2-(2-((5-(1-aminoisoquinolin-5-yl)-1'-(isobutoxycarbonyl)-2,3-dihydrospiro[indene-1,4'-piperidin]-3-yl)oxy)phenyl)acetic acid